3,5-diamino-N-(N-(4-(4'-(3-((3-(bis((2S,3R,4R,5R)-2,3,4,5,6-pentahydroxyhexyl)amino)propyl)amino)-3-oxopropyl)-[1,1'-biphenyl]-4-yl)butyl)carbamimidoyl)-6-chloropyrazine-2-carboxamide NC=1C(=NC(=C(N1)N)Cl)C(=O)NC(NCCCCC1=CC=C(C=C1)C1=CC=C(C=C1)CCC(=O)NCCCN(C[C@@H]([C@H]([C@@H]([C@@H](CO)O)O)O)O)C[C@@H]([C@H]([C@@H]([C@@H](CO)O)O)O)O)=N